6-chloro-3-isopropyl-N-(6-methoxypyridin-2-yl)-[1,2,4]triazolo[4,3-b]pyridazin-8-amine ClC=1C=C(C=2N(N1)C(=NN2)C(C)C)NC2=NC(=CC=C2)OC